sodium mercapto ethansulfonate C(C)S(=O)(=O)OS.[Na]